N1N=C(C=C1)NC=1NC=2N(C(C1C1=CC=C(C=C1)O)=O)N=C(C2C2=CC=CC=C2)C2=CC=CC=C2 5-((1H-pyrazol-3-yl)amino)-6-(4-hydroxyphenyl)-2,3-diphenylpyrazolo[1,5-a]pyrimidin-7(4H)-one